copper-aluminum iron [Fe].[Al].[Cu]